1-((cis)-3-((2-(2,6-dioxopiperidin-3-yl)-1,3-dioxoisoindolin-4-yl)amino)cyclobutane-1-carbonyl)pyrrolidine-3-carboxylic acid O=C1NC(CCC1N1C(C2=CC=CC(=C2C1=O)N[C@H]1C[C@H](C1)C(=O)N1CC(CC1)C(=O)O)=O)=O